C(CCCCCCC\C=C/C\C=C/CCCCC)(=O)OCC1=CC(=CC(=C1)COC(CCC(OC(OCCCN(CC)CC)=O)CCCCCC)=O)COC(CCC(OCCC#CCCCC)OCCC#CCCCC)=O 3-(((4,4-bis(oct-3-yn-1-yloxy)butanoyl)oxy)methyl)-5-(13-ethyl-6-hexyl-3,8-dioxo-2,7,9-trioxa-13-azapentadecyl)benzyl (9Z,12Z)-octadeca-9,12-dienoate